1-(6-chloro-7-(8-ethyl-7-fluoro-3-(methoxymethoxy)naphthalen-1-yl)-2-(ethylsulfonyl)-8-fluoroquinazolin-4-yl)azepan-3-one ClC=1C=C2C(=NC(=NC2=C(C1C1=CC(=CC2=CC=C(C(=C12)CC)F)OCOC)F)S(=O)(=O)CC)N1CC(CCCC1)=O